7-(2-Aminophenyl)-2-(4-methoxyphenyl)-4,5,6,7-tetrahydropyrazolo[1,5-a]pyrimidine-3-carboxamide NC1=C(C=CC=C1)C1CCNC=2N1N=C(C2C(=O)N)C2=CC=C(C=C2)OC